6-chloro-1-[6-(dimethylamino)pyridin-3-yl]-4-oxoquinoline-3-carboxylic acid ethyl ester C(C)OC(=O)C1=CN(C2=CC=C(C=C2C1=O)Cl)C=1C=NC(=CC1)N(C)C